C(C)(C)(C)OC(=O)N1CCN(CC(C1)F)C=1N=C(NC(C1Cl)=O)C1=C(N=CS1)Cl 4-[5-chloro-2-(4-chlorothiazol-5-yl)-6-oxo-1H-pyrimidin-4-yl]-6-fluoro-1,4-diazepane-1-carboxylic acid tert-butyl ester